2-(4'-chloro-5'-fluoro-2',4-dioxospiro[cyclohexane-1,3'-indolin]-1'-yl)-N-(2,2,2-trifluoroethyl)acetamide ClC1=C2C3(C(N(C2=CC=C1F)CC(=O)NCC(F)(F)F)=O)CCC(CC3)=O